(1R,2S,3R,5R)-3-(4-Amino-5-(1,2,4-thiadiazol-5-yl)-7H-pyrrolo[2,3-d]pyrimidin-7-yl)-5-(((3-(phenethylamino)propyl)amino)methyl)cyclopentane-1,2-diol NC=1C2=C(N=CN1)N(C=C2C2=NC=NS2)[C@H]2[C@@H]([C@@H]([C@H](C2)CNCCCNCCC2=CC=CC=C2)O)O